C(#N)C=1C=NN2C1C(=CC(=C2)OCC(C)(C)O)C=2C=CC(=NC2)N2C[C@](CC2)(C)NC(C2=C(C=CC=C2F)F)=O (R)-N-(1-(5-(3-cyano-6-(2-hydroxy-2-methyl-propoxy)pyrazolo[1,5-a]pyridin-4-yl)pyridin-2-yl)-3-methylpyrrolidin-3-yl)-2,6-difluorobenzamide